(6-(3,3-difluoropiperidine-1-carbonyl)-1,1a,2,7b-tetrahydro-3H-cyclopropa[c][1,8]naphthyridin-3-yl)-2-methyl-[1,2,4]triazolo[4,3-a]pyridin-3(2H)-one FC1(CN(CCC1)C(=O)C1=CC=2C3C(CN(C2N=C1)C1=CC=CC=2N1C(N(N2)C)=O)C3)F